O-(2-methoxyphenyl)-L-serine COC1=C(C=CC=C1)OC[C@H](N)C(=O)O